potassium 2,2'-ethylidene-bis(4,6-di-tert-butylphenyl) phosphate P1(=O)(OC2=C(C=C(C=C2C(C)(C)C)C(C)(C)C)C(C)C2=C(C(=CC(=C2)C(C)(C)C)C(C)(C)C)O1)[O-].[K+]